FC1=CC=C(C=C1)[C@H](CC)OC=1C=C(C=CC1NS(=O)(=O)CC(F)(F)F)C1=NNC(=C1C(=O)N)NC1=NC=CN=C1 (S)-3-(3-(1-(4-fluorophenyl)propoxy)-4-((2,2,2-trifluoroethyl)sulfonamido)phenyl)-5-(pyrazin-2-ylamino)-1H-pyrazole-4-carboxamide